(3-(pyridin-3-yl)azetidin-1-yl)methanone N1=CC(=CC=C1)C1CN(C1)C=O